O1C=CC2=C1C(=CC=C2)/C=C/C(=O)O (E)-3-(benzofuran-7-yl)acrylic acid